[4-[(2-Chloro-4-fluoro-phenyl)methoxy]-1-piperidyl]-[3-(4-methyl-1H-pyrazol-5-yl)azetidin-1-yl]methanone ClC1=C(C=CC(=C1)F)COC1CCN(CC1)C(=O)N1CC(C1)C1=C(C=NN1)C